[Na+].C(C)(=O)[O-].C(C)(=O)[O-].C(C)(=O)[O-].[Na+].[Na+] Tris-acetate sodium